3-(4-methoxyphenyl)-1-phenyl-1H-pyrazol-5-amine COC1=CC=C(C=C1)C1=NN(C(=C1)N)C1=CC=CC=C1